N-(1-methyl-1H-pyrazolo[3,4-c]pyridin-5-yl)acetamide CN1N=CC=2C1=CN=C(C2)NC(C)=O